C1(=CC=CC=C1)C=1OC(=C(N1)N1CCC=2C=CC=NC2C1=O)C1=CC=CC=C1 7-(2,5-diphenyloxazol-4-yl)-6,7-dihydro-1,7-naphthyridin-8(5H)-one